COC1=CC=C(C=C1)CN(S(=O)(=O)C=1C=NN(C1COCCOC1OCCCC1)C1OCCCC1)CC1=CC=C(C=C1)OC N,N-bis[(4-methoxyphenyl)methyl]-1-(oxan-2-yl)-5-{[2-(oxan-2-yloxy)ethoxy]methyl}-1H-pyrazole-4-sulfonamide